FC1(C[C@]12CC1=CCCN1C2)F (1S,7a'S)-2,2-difluorodihydro-1'H,3'H-spiro{cyclopropane-1,2'-pyrrolizin}